3-((2-amino-[1,2,4]triazolo[1,5-a]pyridin-6-yl)oxy)-2,2-dimethylpropionitrile NC1=NN2C(C=CC(=C2)OCC(C#N)(C)C)=N1